1-(3,5-dibromophenyl)-3-(3-trifluoromethoxyphenyl)urea BrC=1C=C(C=C(C1)Br)NC(=O)NC1=CC(=CC=C1)OC(F)(F)F